FC12CC3(CC(CC(C1)C3)C2)NC=2NC(/C(/N2)=C/C2=CC3=C(N=CN3C)C=C2)=O (4Z)-2-[(3-Fluoro-1-adamantyl)amino]-4-[(3-methylbenzimidazol-5-yl)methylene]-1H-imidazol-5-one